[B].Cl[SiH3] chlorosilane boron